{3-[3-amino-4-(7H-pyrrolo[2,3-d]pyrimidin-4-yl)-1H-pyrazol-1-yl]-1-(isopropylsulfonyl)azetidin-3-yl}acetonitrile NC1=NN(C=C1C=1C2=C(N=CN1)NC=C2)C2(CN(C2)S(=O)(=O)C(C)C)CC#N